NC1CCC(CC1)C(C)(C)O 2-[(1r,4r)-4-aminocyclohexyl]-propan-2-ol